CN1C(=NC2=C1C=CC=C2)CN(CC2=CC=C(C=C2)CNCC2=NC=CC=C2)C2CCCC=1C=CC=NC21 N-(1-methylbenzimidazol-2-ylmethyl)-N'-(2-pyridinylmethyl)-N-(5,6,7,8-tetrahydro-8-quinolinyl)-1,4-benzenedimethanamine